6-ethoxy-4-(6-(6-((6-methoxypyridin-3-yl)methyl)-3,6-diazabicyclo[3.1.1]heptan-3-yl)pyridin-3-yl)-1H-pyrrolo[2',3':3,4]pyrazolo[1,5-a]pyridine C(C)OC=1C=C(C=2N(C1)N=C1C2C=CN1)C=1C=NC(=CC1)N1CC2N(C(C1)C2)CC=2C=NC(=CC2)OC